CN1CC(CCC1)C1=CNC2=C1N=NC(=C2)C2=C(C=CC=C2)O (7-(1-methylpiperidin-3-yl)-5H-pyrrolo[3,2-c]pyridazin-3-yl)phenol